3-(5-bromo-3-fluoro-1-methyl-2-oxoindolin-3-yl)-1-methylquinolin-2(1H)-one BrC=1C=C2C(C(N(C2=CC1)C)=O)(F)C=1C(N(C2=CC=CC=C2C1)C)=O